tricosanyl methacrylate C(C(=C)C)(=O)OCCCCCCCCCCCCCCCCCCCCCCC